4,8-Dimethylcoumarin CC1=CC(OC2=C(C=CC=C12)C)=O